racemic-(5aR,6aS)-3-bromo-2-(5-fluoropyridin-2-yl)-5,5a,6,6a-tetrahydro-4H-cyclopropa[e]pyrazolo[1,5-a]pyridine BrC=1C(=NN2C1CC[C@H]1[C@@H]2C1)C1=NC=C(C=C1)F |r|